CC(C1=CC=CC=C1)C=1C=C(C=C(C1O)CCC1=CC(=CC(=C1O)C(C1=CC=CC=C1)C)C)C 2,2'-dimethylenebis(6-α-methylbenzyl-p-cresol)